FC1=CC=C(C(=C1[C@H]([C@@H](C=1OC(NN1)=O)NS(=O)(=O)C=1C=C2CCCOC2=CC1)C)C)C N-((1S,2R)-2-(6-fluoro-2,3-dimethylphenyl)-1-(5-oxo-4,5-dihydro-1,3,4-oxadiazol-2-yl)propyl)chroman-6-sulfonamide